N1=C(N=CC=C1)CNCC1=CC=C(C=N1)C#N 6-[(Pyrimidin-2-ylmethylamino)methyl]pyridine-3-carbonitrile